CN(C1=CC=C(C=C1)SC(F)(F)F)CC1=CC=C(C(=O)N)C=C1 4-((methyl-(4-((trifluoromethyl)thio)phenyl)amino)methyl)benzamide